acryloyloxynonadecyltrifluorosilane C(C=C)(=O)OCCCCCCCCCCCCCCCCCCC[Si](F)(F)F